4-fluoro-5-(1-methyl-1H-pyrazol-4-yl)benzoic acid tert-butyl ester C(C)(C)(C)OC(C1=CC=C(C(=C1)C=1C=NN(C1)C)F)=O